Cl.S1CN[C@@H](C1)C(=O)N (4R)-1,3-thiazolidine-4-carboxamide hydrochloride